FC1=CC=C2C(=CN=CC2=C1)N1CC=2N=C(N=C(C2CC1)N1C[C@@H](N(CC1)C(C(=C)F)=O)CC#N)OC[C@H]1N(CCC1)C 2-[(2S)-4-[7-(7-fluoro-4-isoquinolyl)-2-[[(2S)-1-methylpyrrolidin-2-yl]methoxy]-6,8-dihydro-5H-pyrido[3,4-d]pyrimidin-4-yl]-1-(2-fluoroprop-2-enoyl)piperazin-2-yl]acetonitrile